3-methyl-2-[2-[[(1S,2S)-2-fluorocyclopropyl]methyl]pyrazolo[3,4-b]pyridin-6-yl]-5-(trifluoromethyl)phenol CC=1C(=C(C=C(C1)C(F)(F)F)O)C=1C=CC=2C(N1)=NN(C2)C[C@H]2[C@H](C2)F